3-(4-Chloro-2,3-difluorophenyl)-N-(4-methyl-3-(pyridin-4-yl)-1H-pyrazol-5-yl)propanamide ClC1=C(C(=C(C=C1)CCC(=O)NC1=C(C(=NN1)C1=CC=NC=C1)C)F)F